C(C)(C)(C)OC(=O)NC=1C(=CC=C2C=C(N=CC12)NC=1C=C2CN(C(C2=CC1)=O)C)F 8-((tert-butoxycarbonyl)amino)-7-fluoro-3-((2-methyl-1-oxoisoindolin-5-yl)amino)isoquinoline